N-(1-cyanocyclopropyl)-3-(5-(difluoromethyl)-1,3,4-thiadiazol-2-yl)-8-(4-(piperazine-1-carbonyl)piperazin-1-yl)imidazo[1,5-a]pyridine-6-sulfonamide C(#N)C1(CC1)NS(=O)(=O)C=1C=C(C=2N(C1)C(=NC2)C=2SC(=NN2)C(F)F)N2CCN(CC2)C(=O)N2CCNCC2